(2,4,6-trimethyl-2-indenyl)methanol CC1(C=C2C=C(C=C(C2=C1)C)C)CO